tert-butyl (R)-3-(((bis(benzyloxy)phosphoryl)oxy)methyl)morpholine-4-carboxylate C(C1=CC=CC=C1)OP(=O)(OCC1=CC=CC=C1)OC[C@@H]1N(CCOC1)C(=O)OC(C)(C)C